CC=1C=C(C(=NC1)N)C1=C(C=C(C=C1F)F)F 5-methyl-3-(2,4,6-trifluorophenyl)pyridin-2-amine